(2-amino-6-(4-morpholinophenyl)imidazo[1,2-a]pyridin-3-yl)((1S,2S)-2-fluorocyclopropyl)methanone NC=1N=C2N(C=C(C=C2)C2=CC=C(C=C2)N2CCOCC2)C1C(=O)[C@H]1[C@H](C1)F